N-(2-(6-((2,3-dihydro-1H-inden-5-yl)amino)-2-morpholinopyrimidin-4-yl)propan-2-yl)picolinamide C1CCC2=CC(=CC=C12)NC1=CC(=NC(=N1)N1CCOCC1)C(C)(C)NC(C1=NC=CC=C1)=O